C(C1=CC=CC=C1)NS(=O)(=O)C1=CC(=CC=C1)B1OC(C(O1)(C)C)(C)C N-benzyl-3-(4,4,5,5-tetramethyl-1,3,2-dioxaborolan-2-yl)benzenesulfonamide